Diazetat N1=NC(=C1)C(=O)[O-]